CSC1=NC(=CC(N1)=O)N 2-methylsulfanyl-6-aminopyrimidin-4(3H)-one